(S)-methyl 2'-chloro-6'-(6-fluoro-5-methoxy-1H-1,3-benzodiazol-2-yl)-4-{[(1R)-1-phenylbutyl] carbamoyl}-[1,1'-biphenyl]-2-carboxylate ClC1=C(C(=CC=C1)C1=NC2=C(N1)C=C(C(=C2)OC)F)C=2C(=CC(=CC2)C(N[C@H](CCC)C2=CC=CC=C2)=O)C(=O)OC